tert-butyl (3-(4-bromo-1-(2,2,2-trifluoroethyl)-1H-indol-2-yl)prop-2-yn-1-yl)(4-(dimethylphosphoryl)-2-methoxyphenyl)carbamate BrC1=C2C=C(N(C2=CC=C1)CC(F)(F)F)C#CCN(C(OC(C)(C)C)=O)C1=C(C=C(C=C1)P(=O)(C)C)OC